[NH4+].C(=O)(C(=C)C)NS(=O)(=O)[O-] methacrylamidosulfonic acid, Ammonium salt